Tert-butyl (1R,4S)-5-benzyl-1-((benzyloxy) methyl)-6-oxo-2,5-diazabicyclo[2.2.1]heptane-2-carboxylate C(C1=CC=CC=C1)N1[C@@H]2CN([C@](C1=O)(C2)COCC2=CC=CC=C2)C(=O)OC(C)(C)C